C(C)(=O)OC[C@@H]1O[C@@H]([C@H]([C@H]1CC(=O)O)CC(=O)O)C=1C(NC(N(C1)C1CCN(CC1)C(=O)OC(C)(C)C)=O)=O.CC(C=C)CC 3-methyl-1-pentene (2R,3R,4S,5S)-2-(acetoxymethyl)-5-(1-(1-(tert-butoxycarbonyl)piperidin-4-yl)-2,4-dioxo-1,2,3,4-tetrahydropyrimidin-5-yl)tetrahydrofuran-3,4-diacetate